N-((6-(3-(4-chlorobenzyl)ureido)spiro[3.3]heptan-2-yl)methyl)-2-methylisonicotinamide ClC1=CC=C(CNC(NC2CC3(CC(C3)CNC(C3=CC(=NC=C3)C)=O)C2)=O)C=C1